COC(=O)C1=CC=C2C3(C(N(C2=C1)CC1=CSC=C1)=O)CC3 oxo-1'-(thiophen-3-ylmethyl)spiro[cyclopropane-1,3'-indoline]-6'-carboxylic acid methyl ester